ClC1=C(OC2=NC(=NC(=C2)C2=C(C=CC=C2)C)NS(=O)(=O)C2=CC(=CC=C2)[N+](=O)[O-])C(=CC=C1)C N-[4-(2-chloro-6-methyl-phenoxy)-6-(o-tolyl)pyrimidin-2-yl]-3-nitro-benzenesulfonamide